(1R,3S)-3-((5-bromo-2-chloropyrimidin-4-yl)amino)cyclopentane BrC=1C(=NC(=NC1)Cl)NC1CCCC1